tert-butyl-(cis-3-(oxetan-2-yl)cyclobutoxy)diphenylsilane C(C)(C)(C)[Si](C1=CC=CC=C1)(C1=CC=CC=C1)O[C@@H]1C[C@@H](C1)C1OCC1